N-(1S,4S)-[4-[[2-anilino-6-(trifluoromethyl)pyrimidin-4-yl]amino]cyclohexyl]-4-fluoro-benzamide N(C1=CC=CC=C1)C1=NC(=CC(=N1)NC1CCC(CC1)NC(C1=CC=C(C=C1)F)=O)C(F)(F)F